Cl.ClC=1C=C(C(=C(C1)O)C1=CC2=C(N=N1)N(C=C2)CC2N(CCC2)C)C 5-Chloro-3-methyl-2-{7-[(1-methylpyrrolidin-2-yl)methyl]-7H-pyrrolo[2,3-c]pyridazin-3-yl}phenol hydrochloride